N1C(C=CC2=CC(=CC=C12)C(=O)N)=O quinolone-6-carboxamide